3,5-di-tert-butyl-4-hydroxyoctyl hydrocinnamate C(CCC1=CC=CC=C1)(=O)OCCC(C(C(CCC)C(C)(C)C)O)C(C)(C)C